trans-4-{[4-(trifluoromethyl)benzyl]oxy}cyclohexane-1-carboxylic acid FC(C1=CC=C(CO[C@@H]2CC[C@H](CC2)C(=O)O)C=C1)(F)F